C1(CC1)[C@@H](\C=C\S(=O)(=O)C)N [(E,1S)-1-cyclopropyl-3-methylsulfonyl-allyl]amine